ClC1=C(C=C(C=C1)[C@H](O)[C@H]1C[C@H]([C@@H]2OC(O[C@@H]21)(C)C)N2C=CC1=C2N=CN=C1Cl)F (R)-(4-chloro-3-fluorophenyl)((3aR,4R,6R,6aS)-6-(4-chloro-7H-pyrrolo[2,3-d]pyrimidin-7-yl)-2,2-dimethyltetrahydro-4H-cyclopenta[d][1,3]dioxol-4-yl)methanol